CC(=O)N[C@@H](CCC(=O)N)C(=O)[O-] The molecule is an N(2)-acetylglutaminate that has L-configuration; major species at pH 7.3. It is a conjugate base of a N-acetyl-L-glutamine. It is an enantiomer of a N-acetyl-D-glutaminate.